2-chloro-N-(3-((6-chloro-3-nitropyridin-2-yl)oxy)propyl)-5-(trifluoromethyl)pyrimidin-4-amine ClC1=NC=C(C(=N1)NCCCOC1=NC(=CC=C1[N+](=O)[O-])Cl)C(F)(F)F